C=CCC(CCCCCCCCC=C)O tetradeca-1,13-dien-4-ol